rac-(1S,2R,3S,5S)-3-(6-chloropyridazin-3-yloxy)-2-fluoro-9-azabicyclo[3.3.1]nonane-9-carboxylic acid tert-butyl ester C(C)(C)(C)OC(=O)N1[C@@H]2[C@H]([C@H](C[C@@H]1CCC2)OC=2N=NC(=CC2)Cl)F |r|